3-((difluoromethyl)sulfonamido)-4-fluoropyrrolidine FC(S(=O)(=O)NC1CNCC1F)F